FC(C(=O)O)(F)F.FC(C(=O)O)(F)F.N1C(CCC1)C(=O)N pyrrolidine-2-carboxamide di-trifluoroacetate